6-(4-isopropoxyphenyl)-7-methylimidazo[1,2-a]pyridine C(C)(C)OC1=CC=C(C=C1)C=1C(=CC=2N(C1)C=CN2)C